(3S)-1-[2-[4-[(3S)-3-(5-fluoropyridin-3-yl)-1,2-oxazolidine-2-carbonyl]piperidin-1-yl]pyrimidin-4-yl]-3-methoxypiperidin-2-one FC=1C=C(C=NC1)[C@H]1N(OCC1)C(=O)C1CCN(CC1)C1=NC=CC(=N1)N1C([C@H](CCC1)OC)=O